tert-butyl (3S)-3-[(1R)-2-[[6-[(1-acetyl-4-piperidyl)amino]pyrimidine-4-carbonyl]amino]-1-hydroxy-ethyl]-7-hydroxy-3,4-dihydro-1H-isoquinoline-2-carboxylate C(C)(=O)N1CCC(CC1)NC1=CC(=NC=N1)C(=O)NC[C@@H](O)[C@H]1N(CC2=CC(=CC=C2C1)O)C(=O)OC(C)(C)C